O1C2(OCC1)CC1(C(CC2)=O)CC2=CC=CC=C2C1 1,3-dihydrodispiro[indene-2,3'-cyclohexane-1',2''-[1,3]dioxolane]-4'-one